6-(2,2-dimethylmorpholino)-5-fluoropyridin CC1(OCCN(C1)C1=C(C=CC=N1)F)C